methyl 1-(3-bromophenyl)-3-oxocyclobutane-1-carboxylate BrC=1C=C(C=CC1)C1(CC(C1)=O)C(=O)OC